2-((3-(2-(diallylamino)ethyl)-1H-indol-6-yl)oxy)-6-methyltetrahydro-2H-pyran-3,4,5-triol C(C=C)N(CCC1=CNC2=CC(=CC=C12)OC1OC(C(C(C1O)O)O)C)CC=C